(3-chloro-4-(1H-pyrazol-1-yl)phenyl)-1-(4-oxo-4H-pyrido[1,2-a]pyrimidin-9-yl)-5-(trifluoromethyl)-1H-pyrazole-4-carboxamide ClC=1C=C(C=CC1N1N=CC=C1)C1=NN(C(=C1C(=O)N)C(F)(F)F)C1=CC=CN2C1=NC=CC2=O